3-fluoro-4-[[1-(4-piperidyl)pyrazol-3-yl]sulfanylmethyl]benzonitrile FC=1C=C(C#N)C=CC1CSC1=NN(C=C1)C1CCNCC1